NC1=CC=C(C=C1)C1=CC(=C2C=CC3=C(C=C(C4=CC=C1C2=C34)C3=CC=C(C=C3)N)C3=CC=C(C=C3)N)C3=CC=C(C=C3)N 1,3,6,8-tetra(4-aminophenyl)-pyrene